5-(2-Cyanoacetyl)thiophene-2-carbonitrile C(#N)CC(=O)C1=CC=C(S1)C#N